8-bromopyrazolo[1,5-a][1,3,5]triazine-2,4-diamine BrC=1C=NN2C1N=C(N=C2N)N